(3R)-3-(hydroxymethyl)-1-[6-[2-hydroxy-6-methyl-4-(trifluoromethyl)phenyl]pyridazin-3-yl]piperidin-2-one OC[C@@H]1C(N(CCC1)C=1N=NC(=CC1)C1=C(C=C(C=C1C)C(F)(F)F)O)=O